BrC1=CC=CC=2N1N=C(C2SC(F)(F)F)C#CCNC2=C(C=C(C(=O)NC)C=C2)OC 4-[(3-{7-bromo-3-[(trifluoromethyl)sulfanyl]pyrazolo[1,5-a]pyridin-2-yl}prop-2-yn-1-yl)amino]-3-methoxy-N-methylbenzamide